N-(4-((6-fluorobenzo[d]isothiazol-3-yl)amino)-2,6-dimethylphenyl)-3,3-dimethylbutyramide FC1=CC2=C(C(=NS2)NC2=CC(=C(C(=C2)C)NC(CC(C)(C)C)=O)C)C=C1